OC1CN(CC1)S(=O)(=O)N1CC(C1)C1=NN(C(=C1)SCC1=CC=CC=C1)C(=O)C=1SC=CC1 4-{[(3-{1-[(3-Hydroxypyrrolidin-1-yl)sulfonyl]azetidin-3-yl}-1-(thiophen-2-carbonyl)-1H-pyrazol-5-yl)sulfanyl]methyl}benzol